NC1=NN=C(O1)CN1N=C(C=CC1=O)C1=CC=C(C=C1)OC(F)F 2-((5-amino-1,3,4-oxadiazol-2-yl)methyl)-6-(4-(difluoromethoxy)phenyl)-pyridazin-3(2H)-one